N-(6-((6,7-dimethoxyquinolin-4-yl)oxy)pyridin-3-yl)-5-(4-fluorophenyl)-1-isopropyl-4-oxo-1,4-dihydropyridazine-3-carboxamide COC=1C=C2C(=CC=NC2=CC1OC)OC1=CC=C(C=N1)NC(=O)C1=NN(C=C(C1=O)C1=CC=C(C=C1)F)C(C)C